tert-butyl (2-(4-(2-aminopropan-2-yl)-6-(4-fluorophenyl)pyridin-2-yl)-3,3,3-trifluoro-2-hydroxypropyl)carbamate NC(C)(C)C1=CC(=NC(=C1)C1=CC=C(C=C1)F)C(CNC(OC(C)(C)C)=O)(C(F)(F)F)O